1-benzyl-3-(difluoromethyl)-benzimidazole C(C1=CC=CC=C1)N1CN(C2=C1C=CC=C2)C(F)F